[NH4+].O1C=CC=C1 cis-furan ammonium salt